3-(2-chloro-4'-((5-methyl-1,2,4-oxadiazol-3-yl)methyl)-[1,1'-biphenyl]-3-yl)piperidine-2,6-dione ClC1=C(C=CC=C1C1C(NC(CC1)=O)=O)C1=CC=C(C=C1)CC1=NOC(=N1)C